2-(1H-indol-3-yl)-2-(4-morpholinophenyl)acetic acid ethyl ester C(C)OC(C(C1=CC=C(C=C1)N1CCOCC1)C1=CNC2=CC=CC=C12)=O